NC1=NC=C(C2=C1C=NN2)NC(=O)C(=O)N(C(C)C2=CC=C(C=C2)S(F)(F)(F)(F)F)CC N-(4-amino-1H-pyrazolo[4,3-c]pyridin-7-yl)-N'-ethyl-N'-[1-[4-(pentafluoro-sulfanyl)phenyl]ethyl]oxamide